C(C1=CC=CC=C1)N1CCCC2=CC(=CC=C12)OC(NC1=CC(=CC=C1)Br)=O (3-bromo-phenyl)-carbamic acid 1-benzyl-1,2,3,4-tetrahydro-quinolin-6-yl ester